OC1C[C@H](NC1)C(=O)N[C@@H](CO)C1=CC=C(C=C1)C1=C(N=CS1)C 4-hydroxy-N-{(1R)-2-hydroxy-1-[4-(4-methyl-1,3-thiazol-5-yl)phenyl]Ethyl}-L-prolinamide